(S)-(4-(Difluoromethylidene)-1-methylpyrrolidin-2-yl)methanol FC(=C1C[C@H](N(C1)C)CO)F